N1=CC=C(C=C1)C1=NN(C=C1N)COCC[Si](C)(C)C 3-(pyridin-4-yl)-1-((2-(trimethylsilyl)ethoxy)methyl)-1H-pyrazol-4-amine